C(C)(C)(C)OC(=O)N1C(CC1)C#CC=1C(=NC=NC1)NC1=CC(=C(C=C1)OC1=CC2=C(N(C=N2)C)C=C1)C ((4-((3-methyl-4-((1-methyl-1H-benzimidazol-5-yl)oxy)phenyl)amino)pyrimidin-5-yl)ethynyl)azetidine-1-carboxylic acid tert-butyl ester